(6R)-6-cyclopropyl-4-(5-methyl-1H-indazol-4-yl)-2-(2-(2-propenoyl)-2,6-diazaspiro[3.4]octan-6-yl)-6,7-dihydro-5H-cyclopenta[b]pyridine-3-carbonitrile C1(CC1)[C@@H]1CC=2C(=NC(=C(C2C2=C3C=NNC3=CC=C2C)C#N)N2CC3(CN(C3)C(C=C)=O)CC2)C1